(2-Bromophenoxymethyl)pyridine BrC1=C(OCC2=NC=CC=C2)C=CC=C1